1-(9Z-hexadecenoyl)-2-(8Z,11Z,14Z-eicosatrienoyl)-glycero-3-phosphocholine CCCCCC/C=C\CCCCCCCC(=O)OC[C@H](COP(=O)([O-])OCC[N+](C)(C)C)OC(=O)CCCCCC/C=C\C/C=C\C/C=C\CCCCC